CC1=CC=C(C=C1)S(=O)(=O)O.ClC=1C(=CC2=C(N(C(O2)=O)CCC(=O)O)C1)O[C@H](C)C1=NC=CC=C1 (R)-3-(5-chloro-2-oxo-6-(1-(pyridin-2-yl)ethoxy)benzo[d]oxazol-3(2H)-yl)propanoic acid compound with 4-methylbenzenesulfonic acid